C(C)OC(=O)C=1OC2=C(C1C)C=C(C=C2)S(N(CCC2=CC=CC=C2)CC2=C(C=CC(=C2)F)C)(=O)=O 3-methyl-5-(N-(2-methyl-5-fluorobenzyl)-N-phenethylsulfamoyl)benzofuran-2-carboxylic acid ethyl ester